COC=1C=C(C=CC1)C=1C=C(OC1C)C(=O)NC1=NC(=NS1)CN1CCOCC1 4-(3-Methoxyphenyl)-5-methyl-N-(3-(morpholinomethyl)-1,2,4-thiadiazol-5-yl)furan-2-carboxamide